C([C@@H](O)C1=CC=CC=C1)(=O)O L-(+)-mandelic acid